1-(4-Isobutylphenyl)-2-benzenesulfonyl-ethane C(C(C)C)C1=CC=C(C=C1)CCS(=O)(=O)C1=CC=CC=C1